C(C)C1=CC(=C(S1)[S@@](=O)(N)=NC(NC1=C2C(=NC3=C1CCC3)[C@@H](CC2)C)=O)F (R)-5-Ethyl-3-fluoro-N'-(((R)-3-methyl-1,2,3,5,6,7-hexahydrodicyclopenta[b,e]pyridin-8-yl)carbamoyl)thiophene-2-sulfonimidamide